NC1(CC=CC=2C=CC=NC12)O 8-amino-8-hydroxyquinoline